(S)-2-(3-chloro-5-fluoroisonicotinamido)-4-(((R)-2-methoxypropyl)(4-(5,6,7,8-tetrahydro-1,8-naphthyridin-2-yl)butyl)amino)butanoic acid ClC1=C(C(=O)N[C@H](C(=O)O)CCN(CCCCC2=NC=3NCCCC3C=C2)C[C@@H](C)OC)C(=CN=C1)F